NC1=NC=2C=CC=CC2C2=C1N=C(N2CC(C)(O)C)CNCC 1-(4-amino-2-ethylaminomethylimidazo-[4,5-c]quinoline-1-yl)-2-methylpropan-2-ol